NC(CC=1C=2N(C=C(C1)NC(=O)C1=CC=C(C3=CN(N=C13)C)N1CCC(CC1)N(C(OC(C)(C)C)=O)CC)C=C(N2)C)=O tert-butyl N-[1-[7-[[8-(2-amino-2-oxo-ethyl)-2-methyl-imidazo[1,2-a]pyridin-6-yl]carbamoyl]-2-methyl-indazol-4-yl]-4-piperidyl]-N-ethyl-carbamate